N-((3S,4R)-3-fluoro-1-methylpiperidin-4-yl)-4-({5-chloro-2-[(1-oxo-1,3-dihydroisobenzofuran-5-yl)amino]pyrimidin-4-yl}amino)piperidine-1-carboxamide F[C@H]1CN(CC[C@H]1NC(=O)N1CCC(CC1)NC1=NC(=NC=C1Cl)NC=1C=C2COC(C2=CC1)=O)C